(R)-3-((1-(2-(4,4-dimethylpiperidin-1-yl)-6-methyl-4-oxo-4H-chromen-8-yl)ethyl)amino)furan-2-carboxylic acid CC1(CCN(CC1)C=1OC2=C(C=C(C=C2C(C1)=O)C)[C@@H](C)NC1=C(OC=C1)C(=O)O)C